BrC1=NC=CC=C1OCOC 2-bromo-3-(methoxymethoxy)pyridine